tert-butyl (2S,4S)-4-amino-2-(2-hydroxyethyl)piperidine-1-carboxylate N[C@@H]1C[C@H](N(CC1)C(=O)OC(C)(C)C)CCO